[2-[2-(4-benzyloxybenzoyl)oxy-4,6-dimethoxy-phenyl]-2-oxo-ethyl] 4-benzyloxybenzoate C(C1=CC=CC=C1)OC1=CC=C(C(=O)OCC(=O)C2=C(C=C(C=C2OC)OC)OC(C2=CC=C(C=C2)OCC2=CC=CC=C2)=O)C=C1